1-[(2-methoxyethyl)trimethyl-$l^{5}-silyl]-5-methylimidazole-4-carbaldehyde COCC[Si](N1C=NC(=C1C)C=O)(C)(C)C